2-(dimethylphenylsilyl)benzyl alcohol C[Si](C1=C(CO)C=CC=C1)(C1=CC=CC=C1)C